carboxyl-itaconic acid dimethyl ester COC(C(=CC(=O)O)CC(=O)OC)=O